1-[6-[1-(tert-Butoxycarbonyl)-2,5-dihydropyrrol-3-yl]-5-fluoropyridin-3-yl]Ethyl-1,2,3-triazole-4-carboxylate C(C)(C)(C)OC(=O)N1CC(=CC1)C1=C(C=C(C=N1)C(C)C1=C(N=NN1)C(=O)[O-])F